C(#N)C1=NC(=NC(=C1)NCC1=CC=C(C=C1)OC)N1N=CC(=C1N)C(=O)O 1-{4-cyano-6-[(4-methoxybenzyl)amino]pyrimidin-2-yl}-5-amino-1H-pyrazole-4-carboxylic acid